B(O)(O)O.B(O)O boronic acid (borate)